NC[C@@H]([C@H](CNC(=O)C1CCN(CC1)C(C1=C(C=C(C=C1)NC=1C=2N(C=CN1)C(=CN2)C2=C(C(=C(C=C2)OC)F)F)C)=O)O)O N-[(2S,3S)-4-amino-2,3-dihydroxybutyl]-1-[4-[[3-(2,3-difluoro-4-methoxyphenyl)imidazo[1,2-a]pyrazin-8-yl]amino]-2-methylbenzoyl]piperidine-4-carboxamide